4-nitrophenyl 2-bromo-2-phenylacetate BrC(C(=O)OC1=CC=C(C=C1)[N+](=O)[O-])C1=CC=CC=C1